methyl (4R,5S)-2-((R)-1-(2-(2,5-dichlorobenzamido) acetamido)-3-methylbutyl)-5-(dimethylamino)-6-oxo-1,3,2-dioxaborinane-4-carboxylate ClC1=C(C(=O)NCC(=O)N[C@@H](CC(C)C)B2OC([C@H]([C@@H](O2)C(=O)OC)N(C)C)=O)C=C(C=C1)Cl